m-benzoyl-m-phenylenediamine C(C1=CC=CC=C1)(=O)C1(CC(=CC=C1)N)N